N(=[N+]=[N-])C=1C=C(C=CC1)N1CCC(CC1)(F)F 1-(3-azidophenyl)-4,4-difluoro-piperidine